(S)-3-(4-chlorophenyl)-N-((3,3-difluoropiperidin-1-yl)sulfonyl)-4-phenyl-4,5-dihydro-1H-pyrazole-1-carboxamide ClC1=CC=C(C=C1)C1=NN(C[C@@H]1C1=CC=CC=C1)C(=O)NS(=O)(=O)N1CC(CCC1)(F)F